ClC=1C=C(C=CC1OCC1=NC=CC=C1)NC1=NC=NC2=CC(=C(C=C12)[N+](=O)[O-])C#CC1(CN(CCC1)C)C N-(3-chloro-4-(pyridin-2-ylmethoxy)phenyl)-7-((1,3-dimethylpiperidin-3-yl)ethynyl)-6-nitroquinazolin-4-amine